N-(2',4'-Dichlorobiphenyl-2-yl)-3-(difluoromethyl)-1-methyl-1H-pyrazole-4-carboxamide ClC1=C(C=CC(=C1)Cl)C1=C(C=CC=C1)NC(=O)C=1C(=NN(C1)C)C(F)F